OC=1C(C=CC=C(C1)C(C([2H])([2H])[2H])(C([2H])([2H])[2H])[2H])=O 2-hydroxy-4-(isopropyl-d7)-cyclohepta-2,4,6-trien-1-one